BrC(C(=O)OCC)(C)C Ethyl 2-bromo-2-methylpropionate